N[C@@H]1[C@H](CN(CC1)C=1C2=C(N=C(N1)OC[C@H]1N(CCC1)C)CN(CC2)C2=CC=CC1=CC=CC(=C21)C)CC#N 2-((3S,4S)-4-amino-1-(7-(8-methylnaphthalen-1-yl)-2-(((S)-1-methylpyrrolidin-2-yl)methoxy)-5,6,7,8-tetrahydropyrido[3,4-d]pyrimidin-4-yl)piperidin-3-yl)acetonitrile